tert-butyl thioether C(C)(C)(C)SC(C)(C)C